N6-(1-ethylpropyl)-3-(3-pyridyl)-N8-(2-pyridylmethyl)-[1,2,4]triazolo[4,3-b]pyridazine-6,8-diamine C(C)C(CC)NC=1C=C(C=2N(N1)C(=NN2)C=2C=NC=CC2)NCC2=NC=CC=C2